O[C@H]1C[C@@H]([C@H](CC1)N1N=C2C=C(C(=CC2=C1)C(=O)NC=1C=NN2C1N=CC=C2)OC)C |&1:1| rac-2-((1S,2S)-4-hydroxy-2-methylcyclohexyl)-6-methoxy-N-(pyrazolo[1,5-a]pyrimidin-3-yl)-2H-indazole-5-carboxamide